F[C@@]1(C=2C=CC=NC2C(CC1)=C)C(=O)OC (5S)-Methyl 5-fluoro-8-methylene-5,6,7,8-tetrahydroquinoline-5-carboxylate